1,4-dioxacycloheptane-6-one O1CCOCC(C1)=O